O.[Mg].[Ca].[K] potassium-calcium-magnesium water